C1(CC(C2=CC=CC3=CC=CC1=C23)=O)=O phenalene-1,3(2H)-dione